5-(4-cyclopropyl-1H-imidazol-1-yl)-2-fluoro-N-((S)-5-((S)-1-hydroxyethyl)-5,6-dihydrobenzo-[f]tetrazolo[1,5-d][1,4]oxazepin-8-yl)-4-methylbenzamide C1(CC1)C=1N=CN(C1)C=1C(=CC(=C(C(=O)NC2=CC=CC=3C=4N([C@@H](COC32)[C@H](C)O)N=NN4)C1)F)C